3-(2-((R)-1-hydroxyethyl)imidazo[4,5-d]pyrrolo[2,3-b]pyridin-1(6H)-yl)pyrrolidin-1-yl-methanone O[C@H](C)C1=NC=2C(=C3C(=NC2)NC=C3)N1C1CN(CC1)C=O